2-azaspiro[3.3]heptan-2-yl-[5-[3-(piperidine-1-carbonyl)pyrazolo[1,5-a]pyridin-7-yl]-2-pyridyl]methanone C1N(CC12CCC2)C(=O)C2=NC=C(C=C2)C2=CC=CC=1N2N=CC1C(=O)N1CCCCC1